phenanthrenyl(naphthyl)chrysene C1(=CC=CC=2C3=CC=CC=C3C=CC12)C1=C(C=2C=CC3=C4C=CC=CC4=CC=C3C2C=C1)C1=CC=CC2=CC=CC=C12